(2S,3R,4R)-1-acetyl-4-((4-cyanophenyl)amino)-2,3-dimethyl-1,2,3,4-tetrahydroquinoline-6-carboxamide C(C)(=O)N1[C@H]([C@@H]([C@H](C2=CC(=CC=C12)C(=O)N)NC1=CC=C(C=C1)C#N)C)C